2,5,6-trimethyl-cyclohexen-1-one CC=1C(C(C(CC1)C)C)=O